aluminium-chromium carbon 10-Methoxy-N-(pyridin-3-yl)-7-thia-2,5-diazatricyclo[6.4.0.02,6]dodeca-1(12),3,5,8,10-pentaene-4-carboxamide COC=1C=C2SC3=NC(=CN3C2=CC1)C(=O)NC=1C=NC=CC1.[C].[Cr].[Al]